7,8-dihydronaphthalene-2-carboxylic acid hydrochloride Cl.C1=C(C=CC=2C=CCCC12)C(=O)O